ClC1=CC=CC2=C1NC(S2)=O 4-chlorobenzo[d]thiazol-2(3H)-one